IC1=CC(=C(C=C1C)NC1=CC=C2C(=N1)C(=NN2C)O[C@@H]2CC[C@H](CC2)C(=O)OC(C)(C)C)N2CCCC2 tert-butyl (trans)-4-((5-((4-iodo-5-methyl-2-(pyrrolidin-1-yl)phenyl)amino)-1-methyl-1H-pyrazolo[4,3-b]pyridin-3-yl)oxy)cyclohexane-1-carboxylate